1-(2-Chlorobenzyl)-3,4-dimethyl-3-((phenylseleno)methyl)-5-(p-tolyl)-1H-pyrrol-2(3H)-one ClC1=C(CN2C(C(C(=C2C2=CC=C(C=C2)C)C)(C[Se]C2=CC=CC=C2)C)=O)C=CC=C1